CC1(OB(OC1(C)C)C=1CCN(CC1)C1(CC1)C(=O)OC)C methyl 1-(4-(4,4,5,5-tetramethyl-1,3,2-Dioxaborolane-2-yl)-3,6-dihydropyridin-1(2H)-yl)cyclopropane-1-carboxylate